OCCCN(CCCCCCCC(=O)OCCCC(OCCCC\C=C/CC)OCCCC\C=C/CC)CCCCCCCC(=O)OCCCC(OCCCC\C=C/CC)OCCCC\C=C/CC bis(4,4-bis(((Z)-oct-5-en-1-yl)oxy)butyl) 8,8'-((3-hydroxypropyl)azanediyl)dioctanoate